(2-((5-chloro-2-((6-(4-(dimethylamino)piperidin-1-yl)-2-(2,2,2-trifluoroethoxy)pyridin-3-yl)amino)pyrimidin-4-yl)amino)phenyl)dimethylphosphine oxide ClC=1C(=NC(=NC1)NC=1C(=NC(=CC1)N1CCC(CC1)N(C)C)OCC(F)(F)F)NC1=C(C=CC=C1)P(C)(C)=O